octadecyl 3-((3-(2-hexyldecanamido)-4-oxo-4-((2-(piperidin-1-yl)ethyl)amino)butyl)thio)propanoate C(CCCCC)C(C(=O)NC(CCSCCC(=O)OCCCCCCCCCCCCCCCCCC)C(NCCN1CCCCC1)=O)CCCCCCCC